(R)-2-fluoro-N-(1-(1-(4-fluorophenyl)-3-methyl-4-oxo-2,3,8-triazaspiro[4.5]dec-1-en-8-yl)-3-methyl-1-oxobutan-2-yl)-5-(trifluoromethyl)benzamide FC1=C(C(=O)N[C@@H](C(=O)N2CCC3(C(N(N=C3C3=CC=C(C=C3)F)C)=O)CC2)C(C)C)C=C(C=C1)C(F)(F)F